6-(3,5-dimethylisoxazol-4-yl)-2,3,4,9-tetrahydro-1H-carbazol-1-one CC1=NOC(=C1C=1C=C2C=3CCCC(C3NC2=CC1)=O)C